N-[4-(difluoromethyl)-2-[[(1S)-3-(methylamino)-1-[[(3S,5R)-5-methyl-2-oxo-pyrrolidin-3-yl]methyl]-2,3-dioxo-propyl]carbamoyl]phenyl]-2-(trifluoromethyl)pyridine-4-carboxamide FC(C1=CC(=C(C=C1)NC(=O)C1=CC(=NC=C1)C(F)(F)F)C(N[C@H](C(C(=O)NC)=O)C[C@H]1C(N[C@@H](C1)C)=O)=O)F